ClC1=CC2=C(C3=C1N=NO3)C=CC(=C2)[N+](=O)[O-] 4-chloro-7-nitrobenzo-1,2,3-benzooxadiazole